(3s,4s,5s)-4-ethyl-3-fluoro-5-(hydroxymethyl)pyrrolidin-2-one C(C)[C@@H]1[C@@H](C(N[C@@H]1CO)=O)F